FC(C1=C(C(C2=CC=C(C=C2)Cl)OC2CN(C2)C(=O)NC(C)CC)C=CC=C1)(F)F 3-[2-(trifluoromethyl)-4'-chlorobenzhydryloxy]-N-(sec-butyl)azetidine-1-carboxamide